7-Hydroxy-pentadecanoic acid OC(CCCCCC(=O)O)CCCCCCCC